3-(2-bromothiophen-3-yl)propionamide BrC=1SC=CC1CCC(=O)N